[Te+2].C(CCCCCCCCC)(=O)[O-].C(CCCCCCCCC)(=O)[O-] Didecanoate tellurium